CNC(=O)C=1C=CC2=C(N=CO2)C1 N-methylbenzo[d]Oxazole-5-carboxamide